CC1(C2(CN(CC(C(N1C)C1=NC=CC=C1)C2=O)CC2=NC=CC=C2)C)C2=NC=CC=C2 dimethyl-2,4-di(pyridin-2-yl)-3-methyl-7-(pyridin-2-ylmethyl)-3,7-diaza-bicyclo[3.3.1]nonan-9-one